C(#N)C=1C=C(C=CC1)C=1N=C(SC1C1=CC(=NC(=C1)C(F)(F)F)C)NC(=O)N1CCS(CC1)=O N-[4-(3-cyanophenyl)-5-[2-methyl-6-(trifluoromethyl)-4-pyridyl]thiazol-2-yl]-1-oxo-1,4-thiazinane-4-carboxamide